ClC1=CC=C2[C@@]3(C(NC2=C1)=O)C1(N([C@H]([C@@H]3C3=C(C(=CC=C3)Cl)F)C(=O)NC32CCC(CC3)(CC2)C(=O)O)CC)CCCCC1 4-((3'R,4'S,5'R)-6''-chloro-4'-(3-chloro-2-fluorophenyl)-1'-ethyl-2''-oxodispiro-[cyclohexane-1,2'-pyrrolidine-3',3''-indoline]-5'-carboxamido)bicyclo[2.2.2]octane-carboxylic acid